NC=1C(=CC(=NC1)Cl)NC1=CC=C(C=C1)C(C#N)(C)C 2-(4-((5-amino-2-chloropyridin-4-yl)amino)phenyl)-2-methylpropanenitrile